1-trihydroxymethyl-ethane dimethacrylate C(C(=C)C)(=O)O.C(C(=C)C)(=O)O.OC(CC)(O)O